CS(=O)(=NC1=NC(=CC(=C1)N1[C@@H](COCC1)C)C1=C2C(=NC=C1)NC=C2)C (R)-Dimethyl((4-(3-methylmorpholino)-6-(1H-pyrrolo[2,3-b]pyridin-4-yl)pyridin-2-yl)imino)-λ6-sulfanone